N1(CCOCC1)CCOC1=CC=C(C2=CC=CC=C12)NC(C)=O N-[4-(2-morpholine-4-yl-ethoxy)-naphthalene-1-yl]-acetamide